O.C(C)(=O)[O-].[Ce+3].C(C)(=O)[O-].C(C)(=O)[O-] cerous acetate hydrate